ethyl (R)-3-(2-((tert-butyldiphenylsilyl)oxy)ethyl)-2-((R)-tert-butylsulfinyl)-4-(3-(pyridin-3-yl)phenyl)-2,3-dihydro-1H-pyrrolo[3,4-c]pyridine-6-carboxylate [Si](C1=CC=CC=C1)(C1=CC=CC=C1)(C(C)(C)C)OCC[C@H]1N(CC2=C1C(=NC(=C2)C(=O)OCC)C2=CC(=CC=C2)C=2C=NC=CC2)[S@](=O)C(C)(C)C